COC=1C=C2C=C(NC2=CC1C1=NC=C(N=C1)OC)CNC(C)=O N-((5-methoxy-6-(5-methoxypyrazin-2-yl)-1H-indol-2-yl)methyl)acetamide